FC=1C=CC2=C(N(C(N2)=O)C2CCC(CC2)C(=O)NC2=CC(=C(C=C2)O)C)C1 4-(6-fluoro-2-oxo-2,3-dihydro-1H-1,3-benzodiazol-1-yl)-N-(4-hydroxy-3-methylphenyl)cyclohexane-1-carboxamide